C(C=C)OC(CC=C)C 4-(allyloxy)pent-1-ene